[5-(2-ethylhexyl)]-8-(trifluoromethyl)benzo[c][1,5]naphthyridine-6(5H)-one C(C)C(CN1C(C2=C(C3=NC=CC=C13)C=CC(=C2)C(F)(F)F)=O)CCCC